p-Methyl-styrol CC1=CC=C(C=C)C=C1